FC1(CN(CCC1)C1=NN2C(S1)=NC=C2C2=C(C=C(C=C2)F)OC)CN (3-fluoro-1-(5-(4-fluoro-2-methoxyphenyl)imidazo[2,1-b][1,3,4]thiadiazol-2-yl)piperidin-3-yl)methanamine